ClC1=CC=CC=2N=C(OC21)C21CC(C2)(C1)NC(=O)C=1OC(=CC1)S(=O)(=O)C N-[3-(7-chloro-1,3-benzoxazol-2-yl)-1-bicyclo[1.1.1]pentanyl]-5-methylsulfonyl-furan-2-carboxamide